3-(imidazo[1,2-a]pyridin-7-yl)-1H-pyrrole N=1C=CN2C1C=C(C=C2)C2=CNC=C2